C(=O)C=1C=CC(=C(OCC(=O)OC(C)(C)C)C1)O tert-butyl 2-(5-formyl-2-hydroxyphenoxy)acetate